3-(3-(2,2-dimethyl-2,3-dihydropyrido[3,2-f][1,4]oxazepin-4(5H)-yl)-2,3-dihydro-1H-inden-5-yl)-3-(7-methoxy-1-methyl-1H-benzo[d][1,2,3]triazol-5-yl)propanoic acid, formic acid salt C(=O)O.CC1(OC2=C(CN(C1)C1CCC3=CC=C(C=C13)C(CC(=O)O)C1=CC3=C(N(N=N3)C)C(=C1)OC)C=CC=N2)C